7-(2-((tert-butyldimethylsilyl)oxy)ethoxy)-5-fluoro-2-(((tetrahydro-2H-pyran-4-yl)thio)methyl)quinazolin-4(3H)-one [Si](C)(C)(C(C)(C)C)OCCOC1=CC(=C2C(NC(=NC2=C1)CSC1CCOCC1)=O)F